(R)-1-(3-((3-chloro-6-((1-(2,2,2-trifluoroethyl)-1H-pyrazol-4-yl)amino)-1H-pyrazolo[3,4-d]pyrimidin-4-yl)thio)piperidin-1-yl)prop-2-en-1-one ClC1=NNC2=NC(=NC(=C21)S[C@H]2CN(CCC2)C(C=C)=O)NC=2C=NN(C2)CC(F)(F)F